dimethyl (4R,5R)-2-ethyl-2-(2-fluoro-[1,1'-biphenyl]-4-yl)-1,3-dioxolane-4,5-dicarboxylate C(C)C1(O[C@H]([C@@H](O1)C(=O)OC)C(=O)OC)C1=CC(=C(C=C1)C1=CC=CC=C1)F